4-(4-chloro-3-methylphenoxy)-3,5-difluorobenzaldehyde ClC1=C(C=C(OC2=C(C=C(C=O)C=C2F)F)C=C1)C